C([C@@H]1[C@H]([C@@H]([C@H](C(O1)OC[C@@H]2[C@H]([C@@H]([C@H](C(O2)O)OC3[C@@H]([C@H]([C@@H]([C@H](O3)CO)O)O)O)O)O)O)O)O)O The molecule is a glucotriose that is D-glucopyranose in which the hydroxy groups at positions 2 and 6 have been converted into the corresponding D-glucopyranosyl derivatives. It is a glucotriose and a partially-defined glycan.